cis-3-pentadecene-1,1-dicarboxylic anhydride C1(C\C=C/CCCCCCCCCCC)C(=O)OC1=O